FC(C=CCl)(Cl)F 3,3-difluoro-1,3-dichloropropene